1,1-diphenylethanol C1(=CC=CC=C1)C(C)(O)C1=CC=CC=C1